S(=O)(=O)([O-])CC.[N+](=O)([O-])C1=C(C=CC=C1)N1C(=CC=C1)C=CC=NC(=[NH+]N)N N-{3-[1-(2-nitrophenyl)-1H-pyrrol-2-yl]-allylidene}-aminoguanidinium esylate